2-ethoxythiocarbonylsulfanyl-propionic acid ethyl ester C(C)OC(C(C)SC(=S)OCC)=O